CC(C)C(C(=O)O)O The molecule is a valine derivative that is valine in which the amino group has been replaced by a hydroxy group. It has a role as a human metabolite. It derives from an isovaleric acid. It is a conjugate acid of a 2-hydroxy-3-methylbutyrate.